O=C1NC(CCC1N1C(C2=CC(=C(C=C2C1=O)CN(C1CCN(CC1)C1=CC=C(C(=O)NC2=CC(=C(C=C2)C)NC2=NC=CC(=N2)C=2C=NC=CC2)C=C1)C)F)=O)=O 4-(4-(((2-(2,6-dioxopiperidin-3-yl)-6-fluoro-1,3-dioxoisoindoline-5-yl)methyl)(Methyl)amino)piperidin-1-yl)-N-(4-methyl-3-((4-(pyridin-3-yl)pyrimidin-2-yl)amino)phenyl)benzamide